NCC1=CC=C(CNC(COC2C#CCCCCC2)=O)C=C1 N-(4-(aminomethyl)benzyl)-2-(cycloocta-2-yn-1-yloxy)acetamide